F[C@]1([C@H](CN(C1)C1=NOC(C1)C1=C(C=CC=C1F)C1=C(C=CC=C1F)F)NS(=O)(=O)C)C N-{(3S,4R)-4-fluoro-4-methyl-1-[5-(2',3,6'-trifluoro[1,1'-biphenyl]-2-yl)-4,5-dihydro-1,2-oxazol-3-yl]pyrrolidin-3-yl}methanesulfonamide